COC[C@H]1N(CCC1)C(C#CC(SC)=O)(C)C (S)-S-methyl 4-(2-(methoxymethyl)pyrrolidin-1-yl)-4-methylpent-2-ynethioate